CC1=CC=C(C=C1)[I+]C1=CC=C(C=C1)CC(C)C (4-methylphenyl)[4-(2-methylpropyl)phenyl]iodonium